SCCCN=C=O mercapto-propylisocyanate